C1=CC2=CC(=CN=C2N=C1)C(=O)O naphthyridine-3-carboxylic acid